[Ni](Cl)Cl.C(CCCCC)P(CCCCCC)CCCCCC.C(CCCCC)P(CCCCCC)CCCCCC bis(tri-hexylphosphine) nickel (II) chloride